4-((20-amino-3,6,9,12,15,18-hexaoxaicosyl)amino)-2-(2,6-dioxopiperidin-3-yl)isoindoline-1,3-dione NCCOCCOCCOCCOCCOCCOCCNC1=C2C(N(C(C2=CC=C1)=O)C1C(NC(CC1)=O)=O)=O